5-(8-chloro-7-fluoroisoquinolin-3-yl)-2-methylthiazole ClC=1C(=CC=C2C=C(N=CC12)C1=CN=C(S1)C)F